8-methoxy-3,4-dihydrobenzo[b]oxepin-5(2H)-one COC=1C=CC2=C(OCCCC2=O)C1